CNC(=O)C1=CC2=C(NC=N2)C=C1 N-methyl-1H-benzo[d]Imidazole-5-carboxamide